C(C)NNCC 1,2-diethylhydrazine